O1N=C(N=C1)CNC(=O)C=1C(N(C(=C(C1)C=1N(N=CC1)C)C)C1=CC(=CC=C1)C(F)(F)F)=O 6-methyl-5-(2-methyl-2H-pyrazol-3-yl)-2-oxo-1-(3-trifluoromethylphenyl)-1,2-dihydro-pyridine-3-carboxylic acid ([1,2,4]oxadiazol-3-ylmethyl)-amide